3,5-dimethyl-4,4-diaminocyclohexylmethane CC1CC(CC(C1(N)N)C)C